tert-butyl N-cyclopropyl-N-[(3R)-1-{6-[2-(methoxymethoxy)-4-(6-methoxypyridazin-4-yl)phenyl]pyridazin-3-yl}pyrrolidin-3-yl]carbamate C1(CC1)N(C(OC(C)(C)C)=O)[C@H]1CN(CC1)C=1N=NC(=CC1)C1=C(C=C(C=C1)C1=CN=NC(=C1)OC)OCOC